2-(thiophen-2-yl)-1H-imidazo[4,5-f][1,10]phenanthroline S1C(=CC=C1)C=1NC=2C(=C3C=CC=NC3=C3N=CC=CC23)N1